methyl (2S)-2-[4-chloro-2-(4-butoxy-4,5-dihydroisoxazol-3-yl)phenoxy]-3-cyclopropylpropanoate ClC1=CC(=C(O[C@H](C(=O)OC)CC2CC2)C=C1)C1=NOCC1OCCCC